rac-(2R,6S)-2,6-dimethylmorpholine C[C@@H]1CNC[C@@H](O1)C |r|